5,7,11,16-tetraoxa-6-thia-15b-bora-1,15-methanobenzo[4,5]cycloocta[1,2,3-de]anthracene 6,6-dioxide C=12C3=C(C=4B5C(COS(C5OC5=CC=COC45)(=O)=O)=CC1)C=CC=C3O2